2-(3-{1-carboxy-5-[(6-fluoro-pyridine-3-carbonyl)-amino]-pentyl}-ureido)-glutarate C(=O)(O)C(CCCCNC(=O)C=1C=NC(=CC1)F)NC(NC(C(=O)[O-])CCC(=O)[O-])=O